O.O.O.Cl(=O)(=O)(=O)[O-].[Li+] lithium perchlorate, trihydrate